C1(CC1)N1CCN(CC1)C1CC(C1)C(=O)N 3-(4-cyclopropylpiperazin-1-yl)cyclobutane-1-carboxamide